3-bromo-5-[1-(trifluoromethyl)cyclopropyl]benzamide tert-butyl-4-(4-oxo-4,9-dihydro-3H-pyrido[2',3':4,5]pyrrolo[2,3-d]pyrimidin-7-yl)piperidine-1-carboxylate C(C)(C)(C)OC(=O)N1CCC(CC1)C1=CC2=C(C3=C(N=CNC3=O)N2)N=C1.BrC=1C=C(C(=O)N)C=C(C1)C1(CC1)C(F)(F)F